N-hydroxy-4-(4-methoxybenzyl)-3-oxo-3,4-dihydrospiro[benzo[b][1,4]oxazine-2,1'-cyclobutane]-6-carboxamide ONC(=O)C1=CC2=C(OC3(CCC3)C(N2CC2=CC=C(C=C2)OC)=O)C=C1